OC1=C(N2C(C3=CC(=CC=C13)C(F)(F)F)=NC=N2)C(=O)NCC(=O)O (6-Hydroxy-9-(trifluoromethyl)-[1,2,4]triazolo[5,1-a]isoquinoline-5-carbonyl)glycine